C(C)C1=C(C=C(C=C1)C(C(=O)O)(C)C)I (4-ethyl-3-iodophenyl)-2-methylpropionic acid